FC=1C=CC=2C3=C(NC(C2C1)=O)COC[C@H]3N(C(=O)C=3NC1=CC=CC(=C1C3)C)C (S)-N-(8-fluoro-6-oxo-1,4,5,6-tetrahydro-2H-pyrano[3,4-c]isoquinolin-1-yl)-N,4-dimethyl-1H-indole-2-carboxamide